ClC1=CC=C(C=C1)C=1C=C(C(N(N1)C=1C=NC=CC1)=O)C(=O)N[C@@H](C)C1=CC(=NC=C1)F (S)-6-(4-chlorophenyl)-N-(1-(2-fluoropyridin-4-yl)ethyl)-3-oxo-2-(pyridin-3-yl)-2,3-dihydropyridazine-4-carboxamide